1-methylbutylcyclopentadienyl-indium CC(CCC)[In]C1C=CC=C1